11-methyl-10H-indolo[1,2-a]indol-10-one CC1=C2N(C3=CC=CC=C13)C=1C=CC=CC1C2=O